3-methyl-3-ethylglutaric acid CC(CC(=O)O)(CC(=O)O)CC